(2R,4R)-1-(2,3-difluorobenzyl)-2-ethyl-4-((3-fluoro-4-methyl-6-((5-methyl-1H-pyrazol-3-yl)amino)-pyridin-2-yl)methyl)piperidine-4-carboxylic acid FC1=C(CN2[C@@H](C[C@@](CC2)(C(=O)O)CC2=NC(=CC(=C2F)C)NC2=NNC(=C2)C)CC)C=CC=C1F